CS(=O)(=O)N1CCC2=CC=C(C=C12)[N+](=O)[O-] 1-(methylsulfonyl)-6-nitroindoline